4-bromo-6-(methoxy-d3)-1-(methyl-d3)-1H-indazole BrC1=C2C=NN(C2=CC(=C1)OC([2H])([2H])[2H])C([2H])([2H])[2H]